[(4R)-1-[[3-[[(4S)-chroman-4-yl]carbamoyl]phenyl]-pyridin-1-ium-3-yl-methyl]-4-(cyclopropylmethyl)-6-oxo-4-phenyl-hexahydropyrimidin-2-ylidene]ammonium O1CC[C@@H](C2=CC=CC=C12)NC(=O)C=1C=C(C=CC1)C(N1C(N[C@](CC1=O)(C1=CC=CC=C1)CC1CC1)=[NH2+])C=1C=[NH+]C=CC1